ClC1=NC(=NC=2NC3=CC(=CC=C3C21)S(=O)(=O)NC2(CC2)C#N)C 4-chloro-N-(1-cyanocyclopropyl)-2-methyl-9H-pyrimido[4,5-b]indole-7-sulfonamide